(6-bromo-5-(difluoromethoxy)-1-tosyl-1H-indol-2-yl)methanamine hydrochloride Cl.BrC1=C(C=C2C=C(N(C2=C1)S(=O)(=O)C1=CC=C(C)C=C1)CN)OC(F)F